4-bromo-6-cyclopropyl-2-methyl-pyrimidine BrC1=NC(=NC(=C1)C1CC1)C